2,6-dimethoxy-4-((trimethylsilyl)ethynyl)pyridine COC1=NC(=CC(=C1)C#C[Si](C)(C)C)OC